1-(2-(4-(4-chlorobenzyl)piperazine-1-carbonyl)phenyl)ethanone ClC1=CC=C(CN2CCN(CC2)C(=O)C2=C(C=CC=C2)C(C)=O)C=C1